3-ethoxy-1-(tetrahydro-2H-pyran-2-yl)-6-(2-(2-(trifluoromethyl)pyridin-4-yl)-2,6-diazaspiro[3.4]octan-6-yl)-1H-pyrazolo[3,4-d]pyrimidine C(C)OC1=NN(C2=NC(=NC=C21)N2CC1(CN(C1)C1=CC(=NC=C1)C(F)(F)F)CC2)C2OCCCC2